C1=CC=CC=2C3=CC=CC=C3OP(C12)=O 9,10-Dihydro-9-oxa-10-phospha-phenanthren-10-oxid